3-methylbenzylamino-9-β-D-arabinofuranosylpurine CC=1C=C(CNC2=NC=C3N=CN(C3=N2)[C@H]2[C@@H](O)[C@H](O)[C@H](O2)CO)C=CC1